benzyl (2-(piperidin-4-yl)ethyl)carbamate hydrochloride Cl.N1CCC(CC1)CCNC(OCC1=CC=CC=C1)=O